phenyl-2,4,6-trimethyl-benzoyl phosphonite P(OC(C1=C(C(=C(C=C1C)C)C1=CC=CC=C1)C)=O)[O-]